(2-hydroxybenzyl)triphenylphosphonium OC1=C(C[P+](C2=CC=CC=C2)(C2=CC=CC=C2)C2=CC=CC=C2)C=CC=C1